C(CC)OC1=NC(=CC=C1)OCCC 2,6-dipropoxypyridine